neononadecanoic acid C(CCCCCCCCCCCCCCC(C)(C)C)(=O)O